5-chloro-2-ethyl-1-(3-fluoro-4-(3,3,3-trifluoro-2-(trifluoromethyl)propyl)phenyl)-N-(((1s,4s)-1-hydroxy-4-(methylsulfonyl)cyclohexyl)methyl)-1H-imidazole-4-carboxamide ClC1=C(N=C(N1C1=CC(=C(C=C1)CC(C(F)(F)F)C(F)(F)F)F)CC)C(=O)NCC1(CCC(CC1)S(=O)(=O)C)O